C(C)(C)(C)C1=CC=C(C=C1)N(C(=O)[C@@H]1N(C[C@@H](C1)OC)C#N)C(C(=O)NC1CCC(CC1)(F)F)(C=1C=NC=CC1)C (2R,4R)-N-(4-tert-butylphenyl)-1-cyano-N-[2-[(4,4-difluorocyclohexyl)amino]-1-methyl-2-oxo-1-(3-pyridyl)ethyl]-4-methoxy-pyrrolidine-2-carboxamide